N1(C=CC=C1)C1=CC=C(C=C1)NC(=O)C=1N=C(SC1)N1CCN(CC1)CC1=CC(=CC=C1)OC N-(4-(1H-pyrrol-1-yl)phenyl)-2-(4-(3-methoxybenzyl)piperazin-1-yl)thiazole-4-carboxamide